C(=O)C1=NC=CC(=C1C1=CC=C(C=C1)NC(OC(C)(C)C)=O)C tert-butyl (4-(2-formyl-4-methylpyridin-3-yl)phenyl)carbamate